(2-methoxy-5-(N-methylsulfamoyl)phenyl)boronic acid COC1=C(C=C(C=C1)S(NC)(=O)=O)B(O)O